BrC1=C(C=C(C(=O)NC2=CC(=CC=C2)[N+](=O)[O-])C=C1)S(NC1=CC=C(C=C1)C)(=O)=O 4-bromo-N-(3-nitrophenyl)-3-(N-(p-tolyl)sulfamoyl)benzamide